CC(C(=O)N1CCC(CC1)(C(=O)O)C=C)C 1-(2-methylpropanoyl)-4-vinyl-piperidine-4-carboxylic acid